CN1CC=CC=C1B1OC(C(O1)(C)C)(C)C 1-Methyl-6-(4,4,5,5-tetramethyl-1,3,2-dioxaborolan-2-yl)pyridin